NC1=CC=C2C(=N1)[C@](OC2=O)(C)CC (S)-2-Amino-7-ethyl-7-methylfuro[3,4-b]pyridin-5(7H)-one